Cis-2-((6-(3-methyl-4-((((R)-1-phenylethoxy)carbonyl)amino)isoxazol-5-yl)pyridin-3-yl)carbamoyl)cyclohexane-1-carboxylic acid CC1=NOC(=C1NC(=O)O[C@H](C)C1=CC=CC=C1)C1=CC=C(C=N1)NC(=O)[C@@H]1[C@@H](CCCC1)C(=O)O